Methyl 2-(4-(6-((4-cyano-2-fluorobenzyl)oxy)pyridin-2-yl)-2-fluorobenzyl)-1-(cyclopropylmethyl)-1H-benzo[d]imidazole-6-carboxylate C(#N)C1=CC(=C(COC2=CC=CC(=N2)C2=CC(=C(CC3=NC4=C(N3CC3CC3)C=C(C=C4)C(=O)OC)C=C2)F)C=C1)F